3-(3-(bromomethyl)-4-(4,4,5,5-tetramethyl-1,3,2-dioxaborolan-2-yl)benzyl)-2-butyl-1,3-Diazaspiro[4.4]non-1-en-4-one BrCC=1C=C(CN2C(=NC3(C2=O)CCCC3)CCCC)C=CC1B1OC(C(O1)(C)C)(C)C